2-[7-(trifluoromethyl)imidazo[1,2-a]pyridin-2-yl]piperidine-1-carboxylate FC(C1=CC=2N(C=C1)C=C(N2)C2N(CCCC2)C(=O)[O-])(F)F